N1(C=NC=C1)C(=O)O[C@H](C)[C@@H](C(=O)OC)N(C)C (2R,3S)-3-(dimethylamino)-4-methoxy-4-oxobutan-2-yl 1H-imidazole-1-carboxylate